CC/C=C\\C/C=C\\CCCCCCCC(=O)SCCNC(=O)CCNC(=O)[C@@H](C(C)(C)COP(=O)([O-])OP(=O)([O-])OC[C@@H]1[C@H]([C@H]([C@@H](O1)N2C=NC3=C(N=CN=C32)N)O)OP(=O)([O-])[O-])O The molecule is a polyunsaturated fatty acyl-CoA(4-) arising from deprotonation of the phosphate and diphosphate functions of (9Z,12Z)-pentadecadienoyl; major species at pH 7.3. It is a conjugate base of a (9Z,12Z)-pentadecadienoyl-CoA.